2-(1,1-difluoro-2,2-diphenylethyl)-5-methoxy-1-methyl-N-(1,2-oxazol-4-yl)-6-oxopyrimidine-4-carboxamide FC(C(C1=CC=CC=C1)C1=CC=CC=C1)(F)C=1N(C(C(=C(N1)C(=O)NC=1C=NOC1)OC)=O)C